4'-((2-butyl-4-oxo-1,3-diazaspiro[4.4]non-1-en-3-yl)methyl-d2)-N-(4-chloro-5-methylisoxazol-3-yl)-2'-(ethoxymethyl)-[1,1'-biphenyl]-2-sulfonamide ethyl-sulfonate salt C(C)S(=O)(=O)O.C(CCC)C1=NC2(C(N1C(C1=CC(=C(C=C1)C=1C(=CC=CC1)S(=O)(=O)NC1=NOC(=C1Cl)C)COCC)([2H])[2H])=O)CCCC2